C1=NC(=C2C(=N1)N(C=N2)[C@H]3[C@@H]([C@@H]([C@H](O3)COP(=O)(O)OP(=O)(O)OP(=O)(O)OC[C@@H]4[C@H]([C@H]([C@@H](O4)N5C=NC6=C(N=CN=C65)N)O)O)O)O)N The molecule is a diadenosyl triphosphate having the two 5'-adenosyl residues attached at the P(1)- and P(3)-positions. It has a role as a mouse metabolite. It is a conjugate acid of a P(1),P(3)-bis(5'-adenosyl) triphosphate(4-).